N1(CCC1)C=1C2=C(N=C(N1)C)CNC2 4-(azetidin-1-yl)-2-methyl-6,7-dihydro-5H-pyrrolo[3,4-d]pyrimidine